FC=1C=NC(=NC1)C=1C(=NN(C1C([2H])([2H])[2H])C)C=O (4-(5-fluoropyrimidin-2-yl)-1-methyl-5-(methyl-d3)-1H-pyrazol-3-yl)methanone